[6-[(3,5-difluoro-2-pyridinyl)methyl]-2-azaspiro[3.3]heptan-2-yl]-[6-[3-(1-hydroxycyclopropyl)-1,2,4-triazol-1-yl]-2-azaspiro[3.3]heptan-2-yl]methanone FC=1C(=NC=C(C1)F)CC1CC2(CN(C2)C(=O)N2CC3(C2)CC(C3)N3N=C(N=C3)C3(CC3)O)C1